BrC=1C=C(\C=C\2/OC(C3=CC=CC=C23)=O)C=CC1F (Z)-3-(3-bromo-4-fluorobenzylidene)isobenzofuran-1(3H)-one